ClC1=NS(C2=C(N1)C=C(C(=C2)F)Cl)(=O)=O 3,6-dichloro-7-fluoro-4H-benzo[e][1,2,4]thiadiazine 1,1-dioxide